C1(CC1)C1=C(C(=C2N1CCN(C2)C(=O)NC(C)C)C(=O)N)C2=CC=CC=C2 6-cyclopropyl-7-phenyl-N2-(iso-propyl)-3,4-dihydropyrrolo[1,2-a]pyrazine-2,8(1H)-dicarboxamide